2-bromo-1-(2-methylthiazol-5-yl)ethan-1-one BrCC(=O)C1=CN=C(S1)C